FC(S(=O)(=O)NS(=O)(=O)C(F)(F)F)(F)F.C(CC)N1CCCCC1 propylpiperidine bis(trifluoromethylsulfonyl)amine salt